BrC=1C=C2CCC(C2=CC1)NCC(=O)NC1=CC=C(C=C1)OC 2-((5-bromo-2,3-dihydro-1H-inden-1-yl)amino)-N-(4-methoxyphenyl)acetamide